C(#N)C1=CC2=C(N=CN(C2=O)CCOC2=C(C=C(C=C2)C=O)C2=CC(=CC=C2)C(=O)OC)C=N1 methyl 2'-(2-(6-cyano-4-oxopyrido[3,4-d]pyrimidin-3(4H)-yl)ethoxy)-5'-formyl-[1,1'-biphenyl]-3-carboxylate